cis-methyl 3-aminocyclobutane-1-carboxylate N[C@H]1C[C@H](C1)C(=O)OC